N[C@@H]1[C@H](CC1)NC(=O)C=1C=C(C=NC1)C 5-(((1S,2S)-2-aminocyclobutyl)carbamoyl)-3-methylpyridin